tetrazolium borate B([O-])([O-])[O-].[NH+]=1NN=NC1.[NH+]=1NN=NC1.[NH+]=1NN=NC1